Cl[C@@H]1[C@@H](O[C@@H]([C@H]1O)CO)N1C(NC(C(=C1)F)=O)=O 1-[(2R,3S,4R,5R)-3-chloro-4-hydroxy-5-(hydroxymethyl)oxolan-2-yl]-5-fluoro-3H-pyrimidine-2,4-dione